N[C@H]1CS(C2=C(N(C1=O)CC1=CC=C(C=C1)Cl)C=C(C(=C2C)F)C=2OC(=NN2)C(C)(C)C)(=O)=O (3R)-3-amino-7-(5-tert-butyl-1,3,4-oxadiazol-2-yl)-5-[(4-chlorophenyl)methyl]-8-fluoro-9-methyl-1,1-dioxo-2,3-dihydro-1lambda6,5-benzothiazepin-4-one